CS(=O)(=O)O[C@H]1[C@@H]2C[C@H]3C[C@H](C([C@@H]1C3)=O)C2 (1R,2S,3R,5S,7S)-4-oxoadamantan-2-yl methanesulfonate